[[3-chloro-5-(3-cyanoazetidin-1-yl)pyridin-2-yl] methyl] carbamate C(N)(OCC1=NC=C(C=C1Cl)N1CC(C1)C#N)=O